C[Si](N[Si](C)(C)C)(C)C.[Li] lithium (1,1,1,3,3,3-hexamethyldisilazane) salt